6-(6-(4-fluoro-3-methoxyphenoxy)pyridin-2-yl)-1,3-dihydrobenzo[c]isothiazole 2,2-dioxide FC1=C(C=C(OC2=CC=CC(=N2)C=2C=CC3=C(NS(C3)(=O)=O)C2)C=C1)OC